6-Cyano-N-(3-(furan-3-yl)-1H-indazol-5-yl)-4-methylpyridazine-3-carboxamide C(#N)C1=CC(=C(N=N1)C(=O)NC=1C=C2C(=NNC2=CC1)C1=COC=C1)C